2-Chloro-N-{2-[4-(difluoromethyl)-1,3-thiazol-5-yl]-2-{4-[(1,3-thiazol-2-yloxy)-methyl]piperidin-1-yl}ethyl}-6-fluorobenzamid ClC1=C(C(=O)NCC(N2CCC(CC2)COC=2SC=CN2)C2=C(N=CS2)C(F)F)C(=CC=C1)F